NC=1C=2C3=C(NC2C(=C(C1)Cl)Cl)CCNC(C3C)=O 10-amino-7,8-dichloro-1-methyl-3,4,5,6-tetrahydroazepino[4,5-b]indol-2(1H)-one